NC=1C2=C(N=CN1)N(C=C2C=2C(=C1CCN(C1=CC2)C(CC2=NC(=CC=C2)C(F)(F)F)=O)F)C 1-(5-(4-amino-7-methyl-7H-pyrrolo[2,3-d]pyrimidin-5-yl)-4-fluoroindolin-1-yl)-2-(6-(trifluoromethyl)pyridin-2-yl)ethanone